C(C)(C1=CC(=C(C(=C1)I)OCCC1OC1)I)(C1=CC(=C(C(=C1)I)OCCC1OC1)I)C1=CC(=C(C(=C1)I)OCCC1OC1)I 2,2',2''-(((ethane-1,1,1-triyltris(2,6-diiodobenzene-4,1-diyl))tris(oxy))tris(ethane-2,1-diyl))tris(oxirane)